FC=1C=CC(=NC1)C1=NN2C(COC(C2)(C)C)=C1C1=C2C(=NC=C1)NC=C2 2-(5-Fluoropyridin-2-yl)-6,6-dimethyl-3-(1H-pyrrolo[2,3-b]pyridin-4-yl)-6,7-dihydro-4H-pyrazolo[5,1-c][1,4]oxazine